CC1=CC=C(CNCCNCC2=CC=C(C=C2)C)C=C1 N,N'-bis(4-methylbenzyl)-1,2-ethylenediamine